(±)-1-(tert-butyl) 2-methyl (cis)-4-(benzyl(methyl)amino)piperidine-1,2-dicarboxylate C(C1=CC=CC=C1)N([C@@H]1C[C@@H](N(CC1)C(=O)OC(C)(C)C)C(=O)OC)C |r|